C(C)(=O)N1CCC(CC1)N acetyl-4-aminopiperidine